3,3'-(1,1,3,3-tetrapropoxydisiloxane-1,3-diyl)bis(N,N-dipropylpropan-1-amine) C(CC)O[Si](O[Si](OCCC)(OCCC)CCCN(CCC)CCC)(OCCC)CCCN(CCC)CCC